C(CC)N1C=C(C2=CC(=CC=C12)C1=NN=NN1)C#N 1-n-propyl-5-(1H-tetrazol-5-yl)-1H-indole-3-carbonitrile